1-tert-butoxycarbonyl-3,6-dihydro-2H-pyridine C(C)(C)(C)OC(=O)N1CCC=CC1